COC(=O)C=1C=C2NC[C@@H](NC2=C(C1)[N+](=O)[O-])CC=C (S)-2-allyl-8-nitro-1,2,3,4-tetrahydroquinoxaline-6-carboxylic acid methyl ester